C(CCC)[C@]1(CS(C2=C(N(C1)C1=CC=CC=C1)C=C(C(=C2)CSC(C(=O)O)(C)C)SC)(=O)=O)C |r| racemic-2-(((3-butyl-3-methyl-7-(methylsulfanyl)-1,1-dioxido-5-phenyl-2,3,4,5-tetrahydro-1,5-benzothiazepin-8-yl)methyl)thio)-2-methylpropanoic acid